FC1=C(C(=CC(=C1)OC)F)[C@H]1[C@@H](C(NC1)=O)NC=1OC(=NN1)C1=CC=C(C=C1)OC1=NC=C(C=C1)F (3S,4R)-4-(2,6-difluoro-4-methoxyphenyl)-3-[(5-{4-[(5-fluoropyridin-2-yl)oxy]phenyl}-1,3,4-oxadiazol-2-yl)amino]pyrrolidin-2-one